FC(COCCN=C=O)(F)F 1,1,1-trifluoro-2-(2-isocyanatoethoxy)ethane